ClC1=NC(=C2N=C(NC2=N1)CN1CCC(CC1)N(S(=O)(=O)C)C)N1CCOCC1 N-(1-((2-chloro-6-morpholino-9H-purin-8-yl)methyl)piperidin-4-yl)-N-methylmethanesulfonamide